CN(C=1C=C(OCCOCC=2N=C(OC2)N(CC2=CC(=CC=C2)OCCOC)CC2=CC(=CC=C2)OC)C=CC1)C 4-((2-(3-(dimethylamino)phenoxy)ethoxy)methyl)-N-(3-methoxybenzyl)-N-(3-(2-methoxyethoxy)benzyl)oxazol-2-amine